1,2,3,4-tetrahydroisoquinoline-3-carboxamide trihydrochloride Cl.Cl.Cl.C1NC(CC2=CC=CC=C12)C(=O)N